C(C)(=O)NC=1C=C(C(=O)NC=2SC=C(C3=C(N2)C=CC=C3C)C)C=CC1 3-(acetylamino)-N-(5,6-dimethylbenzo[d][1,3]thiazepin-2-yl)benzamide